C(C=C)(=O)OCOC1=CC=C(C=C1)C(C)(C)C1=CC=C(C=C1)OCOC(C=C)=O 2,2-bis[4-(acryloxymethoxy)phenyl]propane